FC1=C(C=CC(=C1)F)NC1=CC2=C(N=C(N=C2)NC(CO)(C)C)N(C1=O)C 6-(2,4-difluoro-phenylamino)-2-(2-hydroxy-1,1-dimethyl-ethylamino)-8-methyl-8H-pyrido[2,3-d]pyrimidin-7-one